(S)-8-(4-(bis(4-fluorophenyl)methyl)-3-methylpiperazin-1-yl)-5-methyl-6-oxo-5,6-dihydro-1,5-naphthyridine-2,7-dicarboxylic acid FC1=CC=C(C=C1)C(N1[C@H](CN(CC1)C1=C(C(N(C=2C=CC(=NC12)C(=O)O)C)=O)C(=O)O)C)C1=CC=C(C=C1)F